2-(3,5-dibromophenoxy)-5-fluoro-1,3-dimethylbenzene BrC=1C=C(OC2=C(C=C(C=C2C)F)C)C=C(C1)Br